2-[[6-[[2-[4-(2-azaspiro[3.3]hept-6-yloxy)-1-piperidinyl]-5-chloro-pyrimidin-4-yl]amino]-1-ethyl-2-oxo-3-quinolinyl]oxy]-N-methyl-acetamide C1NCC12CC(C2)OC2CCN(CC2)C2=NC=C(C(=N2)NC=2C=C1C=C(C(N(C1=CC2)CC)=O)OCC(=O)NC)Cl